methyl (S)-2-((4-methoxyphenyl)amino)-3,3,4-trimethylpent-4-enoate COC1=CC=C(C=C1)N[C@H](C(=O)OC)C(C(=C)C)(C)C